C(C)(C)(C)OC(NC1CC(C1)(O)C=1C(=NC(=CC1)Br)F)=O ((1r,3s)-3-(6-bromo-2-fluoropyridin-3-yl)-3-hydroxycyclobutyl)carbamic acid tert-butyl ester